3-hydroxy-4-((2-methyl-5-nitrophenyl)azo)-N-phenyl-2-naphthalenecarboxamide OC=1C(=CC2=CC=CC=C2C1N=NC1=C(C=CC(=C1)[N+](=O)[O-])C)C(=O)NC1=CC=CC=C1